1,4-bis(aminophenoxy)butane NC1=C(OCCCCOC2=C(C=CC=C2)N)C=CC=C1